C(CCC)OC1=CC=C(C=C1)S(=O)(=O)NCCCC1=CC=CC2=CC=CC=C12 4-butoxy-N-(3-(naphthalen-1-yl)propyl)benzenesulfonamide